2-amino-5-[7-(cyclopentylsulfonyl)-2-[(1S)-1-cyclopropylethyl]-1-oxo-2,3-dihydro-1H-isoindol-5-yl]-N-cyclopropylpyrazolo[1,5-a]pyrimidine-3-carboxamide NC1=NN2C(N=C(C=C2)C=2C=C3CN(C(C3=C(C2)S(=O)(=O)C2CCCC2)=O)[C@@H](C)C2CC2)=C1C(=O)NC1CC1